ClC=1C=C(C=2N(N1)C=CN2)[C@@H]2[C@H](C2)C2=CC(=C(C=C2)F)C(F)(F)F |r| racemic-6-chloro-8-((1S,2S)-2-(4-fluoro-3-(trifluoromethyl)phenyl)cyclopropyl)imidazo[1,2-b]pyridazine